ClC=1C=C(C=CC1Cl)C1N(CCC(C1)N1C(NC2=C1C=CC=C2C2=CC=NC=C2)=O)C(=O)N (3,4-dichlorophenyl)-4-[2-oxo-4-(pyridin-4-yl)-2,3-dihydro-1H-1,3-benzodiazol-1-yl]piperidine-1-carboxamide